Cl.NCC=1C=CC(=C(C(=O)OC)C1)Cl methyl 5-(amino methyl)-2-chlorobenzoate hydrochloride